CS(=O)(=O)C1=CC(=C(C(=O)NC2=CC=C3CC(N(C3=C2)CC(F)(F)F)=O)C=C1)N1CCC2(CC2)CC1 4-(methylsulfonyl)-N-(2-oxo-1-(2,2,2-trifluoroethyl)indolin-6-yl)-2-(6-azaspiro[2.5]octan-6-yl)benzamide